azidodiphenyl-phosphorus N(=[N+]=[N-])P(C1=CC=CC=C1)C1=CC=CC=C1